4-(N-METHYL-N-(4-METHOXYBENZYL)SULFAMOYL)PHENYLBORONIC ACID B(C1=CC=C(C=C1)S(=O)(=O)N(C)CC2=CC=C(C=C2)OC)(O)O